(E)-2,4-dimethoxy-6-[3-(tert-butyldimethylsilyloxy)styryl]benzoic acid methyl ester COC(C1=C(C=C(C=C1\C=C\C1=CC(=CC=C1)O[Si](C)(C)C(C)(C)C)OC)OC)=O